6-chloropyridine-2,3-diamine ClC1=CC=C(C(=N1)N)N